NC[C@H](C)C=1C=C(C=CC1)NC=1C(=NC(=C(N1)CC(C)C)CC)C(=O)N (R)-3-((3-(1-aminopropan-2-yl)phenyl)amino)-6-ethyl-5-isobutylpyrazine-2-carboxamide